1-[5-(4-hexyloxy-1,2,5-thiadiazol-3-yl)-1-methyl-3,6-dihydro-2H-pyridin-1-ium-1-yl]ethyl 2,2-dimethylpropanoate chloride [Cl-].CC(C(=O)OC(C)[N+]1(CCC=C(C1)C1=NSN=C1OCCCCCC)C)(C)C